ISOQUINOLINE-7-CARBALDEHYDE C1=NC=CC2=CC=C(C=C12)C=O